Racemic-2-hydroxy-4-(4-propoxyphenyl)butanoic acid O[C@@H](C(=O)O)CCC1=CC=C(C=C1)OCCC |r|